C1N(CC12CCC2)C2=CC=1N=C3N(CCN=C3)C1N=C2 3-(2-azaspiro[3.3]heptan-2-yl)-8,9-dihydropyrido[3',2':4,5]imidazo[1,2-a]pyrazin